ClC=1C=C2C(=NC(=NC2=C(C1C1=CC(=CC2=CC=CC=C12)O)F)O[C@@H](CN1CCC(CC1)O)C)N1CC2CCC(C1)N2C(=O)OC(C)(C)C tert-butyl 3-(6-chloro-8-fluoro-7-(3-hydroxynaphthalen-1-yl)-2-(((R)-1-(4-hydroxypiperidin-1-yl)propan-2-yl)oxy)quinazolin-4-yl)-3,8-diazabicyclo[3.2.1]octane-8-carboxylate